CC1CCC(CC1)C(C)(C)OO [2-(4-methylcyclohexyl)propan-2-yl] hydroperoxide